(Z)-5-(4-((5-cyclopropyl-3-(2,6-dichlorophenyl)isoxazol-4-yl)methoxy)piperidin-1-yl)-N'-hydroxypicolinimidamide C1(CC1)C1=C(C(=NO1)C1=C(C=CC=C1Cl)Cl)COC1CCN(CC1)C=1C=CC(=NC1)/C(/N)=N/O